hydroxy-2-methyl-5-nitro-pyrazole-3-carboxamidine OC1=C(N(N=C1[N+](=O)[O-])C)C(=N)N